O=C1NC2=C(N1CC(=O)OCC)C=CC=C2 ethyl 2-(2-oxo-3H-benzimidazol-1-yl)acetate